N-(2-METHOXYETHYL)-N-((2S)-4-PENTEN-2-YL)SULFURIC DIAMIDE COCCN(S(N)(=O)=O)[C@@H](C)CC=C